N1(N=CC=C1)CCCCN 4-(1H-pyrazol-1-yl)butan-1-amine